FC(OC[C@@H]1[C@@](C1)(C1=NOC(N1)=C=O)N1C(=CC2=CC(=CC=C12)[C@@H]1CC(OCC1)(C)C)C(=O)O)F 1-((1S,2S)-2-((difluoromethoxy)methyl)-1-(5-carbonyl-4,5-dihydro-1,2,4-oxadiazol-3-yl)cyclopropyl)-5-((S)-2,2-dimethyltetrahydro-2H-pyran-4-yl)-1H-indole-2-carboxylic acid